C1=NC=CC=2NC=3C=C(C=CC3C21)C=2C=CC(=NC2)OCCOCCOCCOCCOCCOC=2C(=C1C(N(C(C1=C(C2F)F)=O)C2C(NC(CC2)=O)=O)=O)F 5-((14-((5-(5H-pyrido[4,3-b]indol-7-yl)pyridin-2-yl)oxy)-3,6,9,12-tetraoxatetradecyl)oxy)-2-(2,6-dioxopiperidin-3-yl)-4,6,7-trifluoroisoindoline-1,3-dione